(S)-2-(7,7-difluoro-3-hydroxy-3-methylhept-6-en-1-yl)-3,5,6-trimethylcyclohexa-2,5-diene-1,4-dione FC(=CCC[C@](CCC=1C(C(=C(C(C1C)=O)C)C)=O)(C)O)F